BrC1=C(C2=C(N=CN=C2N)N1[C@@H]1CC[C@H](CC1)N1CCN(CC1)C)C1=CC=C(C=C1)OC1=CC=CC=C1 6-bromo-7-((trans)-4-(4-methylpiperazin-1-yl)cyclohexyl)-5-(4-phenoxyphenyl)-7H-pyrrolo[2,3-d]pyrimidin-4-amine